6-phenylimidazo[1,5-a]pyridine-5-carbonitrile C1(=CC=CC=C1)C=1C=CC=2N(C1C#N)C=NC2